(R)-4-Cyano-N-(8,9-difluoro-6-oxo-1,4,5,6-tetrahydro-2H-pyrano[3,4-c]isoquinolin-1-yl)-3-fluoro-N-methylbenzamide C(#N)C1=C(C=C(C(=O)N(C)[C@H]2COCC=3NC(C=4C=C(C(=CC4C32)F)F)=O)C=C1)F